BrC1=CC=CC=2C(N(COC21)C(=O)OC(C)(C)C)([2H])[2H] tert-Butyl 8-bromo-4,4-dideuterio-2H-1,3-benzoxazine-3-carboxylate